(S)-2-amino-3-(6-morpholinopyridin-3-yl)propanoic acid N[C@H](C(=O)O)CC=1C=NC(=CC1)N1CCOCC1